NC1=C(C=O)C=C(C=N1)C=1C=C2C(=NC=NC2=CC1)NC(C)C1=CC=CC=C1 2-amino-5-(4-((1-phenylethyl)amino)-quinazolin-6-yl)-nicotinaldehyde